C(CCCCCC)#N Heptannitril